stearic acid arginine salt N[C@@H](CCCNC(N)=N)C(=O)O.C(CCCCCCCCCCCCCCCCC)(=O)O